4-{[6-(5-chloro-2-fluorophenyl)pyridazin-4-yl]amino}-quinolin-7-yl 2,8-diazaspiro-[4.5]decane-2-carboxylate C1N(CCC12CCNCC2)C(=O)OC2=CC=C1C(=CC=NC1=C2)NC2=CN=NC(=C2)C2=C(C=CC(=C2)Cl)F